3-methoxy-2-methylprop-1-en COCC(=C)C